(2R)-2-amino-2-(4-bromophenyl)ethanol N[C@@H](CO)C1=CC=C(C=C1)Br